2-(benzimidazol-2-yl)quinoline allyl-((S)-1-(((S)-1-((4-amino-5-oxo-5,6,7,8-tetrahydronaphthalen-1-yl)amino)-1-oxopropan-2-yl)amino)-3-methyl-1-oxobutan-2-yl)carbamate C(C=C)N(C(O)=O)[C@H](C(=O)N[C@H](C(=O)NC1=CC=C(C=2C(CCCC12)=O)N)C)C(C)C.N1=C(NC2=C1C=CC=C2)C2=NC1=CC=CC=C1C=C2